C1(CCCC1)CC1NC(N([C@@H](C=2N=CC(=C(C3=CN4C(C(OCCCCC1)=N3)=NC=C4)C2)OC)C)CC)=O (12R)-16-(cyclopentylmethyl)-13-ethyl-8-methoxy-12-methyl-12,13,16,17,18,19,20,21-octahydro-6,23-(azeno)-11,7-(metheno)imidazo[2,1-c][1,4,10,13,15]oxatetraazacyclohenicosin-14(15H)-one